3-iodo-7-(1-((1-methylcyclobutyl)amino)ethyl)-9-(trifluoromethyl)-4H-pyrido[1,2-a]pyrimidin-4-one IC1=CN=C2N(C1=O)C=C(C=C2C(F)(F)F)C(C)NC2(CCC2)C